C(C)(C)(C)OC(=O)N1C[C@@H]([C@@H](CC1)NC1=NC=C(N=C1)C(NC=1C=C(C=2N(C1)C=C(N2)C)F)=O)F.FC#CC(C(C(C(C(C(C(F)(F)F)(F)F)(F)F)(F)F)(F)F)(F)F)(F)F perfluorononyne tert-Butyl-(3S,4R)-3-fluoro-4-[[5-[(8-fluoro-2-methyl-imidazo[1,2-a]pyridin-6-yl)carbamoyl]pyrazin-2-yl]amino]piperidine-1-carboxylate